3-n-Butyl-1-isobutyl-4-hydroxy-5-isopropyl-pyrazol C(CCC)C1=NN(C(=C1O)C(C)C)CC(C)C